N-5-methylisoxazolyl-3-formyl-O-methyl-L-seryl-glycyl-L-phenylalanyl-methyloxirane CC1=CC(=NO1)N[C@@H](C(OC)C=O)C(=O)NCC(=O)N[C@@H](CC1=CC=CC=C1)C(=O)C1(OC1)C